4-[5-(aminomethyl)pyrimidin-2-yl]-3-[1-(oxan-4-yl)pyrazole-4-carbonyl]benzonitrile NCC=1C=NC(=NC1)C1=C(C=C(C#N)C=C1)C(=O)C=1C=NN(C1)C1CCOCC1